N-(3-(2-hexoxy)propyl)-3-(imidazolyl)propan-1-amine CC(CCCC)OCCCNCCCC=1NC=CN1